(R)-2-chloro-6-(4-ethylpiperazin-1-yl)-N-(1-(3-nitro-5-(trifluoromethyl)phenyl)ethyl)quinazolin-4-amine ClC1=NC2=CC=C(C=C2C(=N1)N[C@H](C)C1=CC(=CC(=C1)C(F)(F)F)[N+](=O)[O-])N1CCN(CC1)CC